ClC(F)(Cl)Cl trichloromonofluoromethane